FC(OC1=CC2=C(N=C(S2)NC=2C=C(C(=O)NC3CNCC3)C=CN2)C=C1)(F)F 2-((6-trifluoromethoxybenzo[d]thiazol-2-yl)amino)-N-(pyrrolidin-3-yl)isonicotinamide